(R)-4-(2-(2-bromophenyl)morpholino)-6-isopropylpyrimidin-2-amine BrC1=C(C=CC=C1)[C@H]1OCCN(C1)C1=NC(=NC(=C1)C(C)C)N